6-chloro-4-hydroxy-N-(3-{4-[(1s,3s)-3-(trifluoromethoxy)cyclobutyl]-1,3-oxazol-2-yl}bicyclo[1.1.1]pentan-1-yl)-3,4-dihydro-2H-1-benzopyran-2-carboxamide ClC=1C=CC2=C(C(CC(O2)C(=O)NC23CC(C2)(C3)C=3OC=C(N3)C3CC(C3)OC(F)(F)F)O)C1